((3-(2-oxoimidazolidin-1-yl)propyl)azanediyl)bis(heptane-7,1-diyl) bis(4,4-bis(((Z)-oct-5-en-1-yl)oxy)butanoate) C(CCC\C=C/CC)OC(CCC(=O)OCCCCCCCN(CCCCCCCOC(CCC(OCCCC\C=C/CC)OCCCC\C=C/CC)=O)CCCN1C(NCC1)=O)OCCCC\C=C/CC